N-(5-(2-((3aR,5r,6aS)-2-(2,2,2-trifluoroethyl)octa-hydrocyclopenta[c]pyrrol-5-yl)ethoxy)-1H-indol-3-yl)spiro[2.3]hexane-1-carboxamide FC(CN1C[C@@H]2[C@H](C1)CC(C2)CCOC=2C=C1C(=CNC1=CC2)NC(=O)C2CC21CCC1)(F)F